C(C)S(=O)(=O)C=1C=CC(=NC1C1=NC=2N(C=C1)N=C(C2)C(F)(F)F)N2N=C1N(C=CC(=C1)SC(F)(F)F)C2=O 2-(5-(ethylsulfonyl)-6-(2-(trifluoromethyl)pyrazolo[1,5-a]pyrimidin-5-yl)pyridin-2-yl)-7-((trifluoromethyl)thio)-[1,2,4]triazolo[4,3-a]pyridin-3(2H)-one